NC1=C2C(=C3C(=N1)C=C(N3)C(=O)N(C)[C@@H]3COCC1=CC(=CC(=C31)F)C3CC3)COC2 (S)-5-amino-N-(7-cyclopropyl-5-fluoroisochroman-4-yl)-N-methyl-6,8-dihydro-1H-furo[3,4-d]pyrrolo[3,2-b]pyridine-2-carboxamide